ClC1=CC=C(CN2C3(CCN(C3)C(=O)NC)C(N(CC2=O)C2=CC=C(C=C2)C#N)=O)C=C1 6-(4-chlorobenzyl)-9-(4-cyanophenyl)-N-methyl-7,10-dioxo-2,6,9-triazaspiro[4.5]decane-2-carboxamide